C(#N)C1=CC=C(C2=C1CCO2)C2C(=C(NC1=C(C=NC(=C21)OC2CCC2)C)C)C(=O)O 4-(4-cyano-2,3-dihydrobenzofuran-7-yl)-5-cyclobutoxy-2,8-dimethyl-1,4-dihydro-1,6-naphthyridine-3-carboxylic acid